C(C)(=O)O.NNC(=N)N aminoguanidine acetate